N1(C=NC=C1)C(C)C1=CC=C(C=C1)C1=C(SC(=C1)CC(C)C)S(=O)(=O)NC(OCCCC)=O butyl ((3-(4-(1-(1H-imidazol-1-yl)ethyl)phenyl)-5-isobutylthiophen-2-yl)sulfonyl)carbamate